2-methylimidazole-triethylamine CC1(N=C(C(=N1)CCN)CCN)CCN